aluminum diphosphite hydrogen diphosphite OP([O-])OP([O-])[O-].OP(O)OP(O)O.[Al+3]